[Cl-].NC1CCN(CC1)C(CCCCC[P+](C1=CC=CC=C1)(C1=CC=CC=C1)C1=CC=CC=C1)=O [6-(4-amino-1-piperidyl)-6-oxo-hexyl]-triphenyl-phosphonium chloride